C1(CC1)C1=NN=C(C2=CC(=CC=C12)C1=CC=C(C=C1)F)O 4-cyclopropyl-7-(4-fluorophenyl)phthalazin-1-ol